4-[2-fluoro-3-(methylsulfonyl)phenyl]-2-[(3R)-3-methylmorpholin-4-yl]-8-[1-(tetrahydro-2H-pyran-2-yl)-1H-pyrazol-5-yl]-1,7-naphthyridine FC1=C(C=CC=C1S(=O)(=O)C)C1=CC(=NC2=C(N=CC=C12)C1=CC=NN1C1OCCCC1)N1[C@@H](COCC1)C